7-[3-(bromomethyl)-5-(3-cyclopropoxyphenyl)-1H-pyrazol-1-yl]-1-methyl-1H-indazole BrCC1=NN(C(=C1)C1=CC(=CC=C1)OC1CC1)C=1C=CC=C2C=NN(C12)C